O.Cl hydrochlorid monohydrate